O[C@@H]1C[C@H](N(C1)C([C@H](CC)NC(OC(C)(C)C)=O)=O)C(NCC1=CC=C(C=C1)C1=C(N=CS1)C)=O tert-butyl ((S)-1-((2S,4R)-4-hydroxy-2-((4-(4-methylthiazol-5-yl)benzyl)carbamoyl) pyrrolidin-1-yl)-1-oxobutan-2-yl)carbamate